C(CCCC[C@@H]1SC[C@@H]2NC(=O)N[C@H]12)(=O)ON biotinoxyamine